3,5-dimethyl-1-phenyl-1H-pyrrole-2,4-dicarboxylic acid diethyl ester C(C)OC(=O)C=1N(C(=C(C1C)C(=O)OCC)C)C1=CC=CC=C1